N-(2-(2,6-dioxopiperidin-3-yl)-1-oxoisoindolin-5-yl)-1-methyl-1H-pyrrolo[2,3-b]pyridine-5-carboxamide O=C1NC(CCC1N1C(C2=CC=C(C=C2C1)NC(=O)C=1C=C2C(=NC1)N(C=C2)C)=O)=O